(E)-N,N'-(but-2-ene-1,4-diylbis(5-carbamoyl-7-(2-hydroxyethoxy)-1H-benzo[d]imidazole-1,2-diyl))bis(4-ethyl-2-methyloxazole-5-carboxamide) C(\C=C\CN1C(=NC2=C1C(=CC(=C2)C(N)=O)OCCO)NC(=O)C2=C(N=C(O2)C)CC)N2C(=NC1=C2C(=CC(=C1)C(N)=O)OCCO)NC(=O)C1=C(N=C(O1)C)CC